hydroxide Radium [Ra+2].[OH-].[OH-]